BrC=1C=C(C(NC1C(F)(F)F)=O)C(=O)N[C@@H]1C[C@@H](N(C2=CC=C(C=C12)C)C(=O)OC(C)(C)C)CCC (2S,4R)-tert-butyl 4-(5-bromo-2-oxo-6-(trifluoromethyl)-1,2-dihydropyridine-3-carboxamido)-6-methyl-2-propyl-3,4-dihydroquinoline-1(2H)-carboxylate